C(#N)C[C@H](CC(=O)OCC)O |r| racemic-ethyl 4-cyano-3-hydroxybutyrate